2-(2-isopropylphenoxy)-N-(3-methylsulfonylphenyl)-5-(trifluoromethyl)pyridine-3-carboxamide C(C)(C)C1=C(OC2=NC=C(C=C2C(=O)NC2=CC(=CC=C2)S(=O)(=O)C)C(F)(F)F)C=CC=C1